N1=CN=C2NC=NC2=C1C=1C(=NC=CC1)NC=1C=C(C=CC1C)NC(C[C@@H]1C[C@@H](NCC1)C(F)(F)F)=O N-(3-(3-(9H-purin-6-yl)pyridin-2-ylamino)-4-methylphenyl)-2-((2R,4S)-2-(trifluoromethyl)piperidin-4-yl)acetamide